N-phenyl-fumaric acid amide C1(=CC=CC=C1)NC(\C=C\C(=O)O)=O